ClC1=C(C=CC=C1O)N1CCN(CC1)C(=O)OC(C)(C)C tert-Butyl 4-(2-chloro-3-hydroxyphenyl)piperazine-1-carboxylate